COC1=CC=C(CN(C2=NC=NN3C2=NC=C3C=3C=NN(C3)C=3C(=CC(=C(C3)NC(=O)N3CC(CC3)OC(F)(F)F)F)C)CC3=CC=C(C=C3)OC)C=C1 N-(5-(4-(4-(bis(4-methoxybenzyl)amino)imidazo[2,1-f][1,2,4]triazin-7-yl)-1H-pyrazol-1-yl)-2-fluoro-4-methylphenyl)-3-(trifluoromethoxy)pyrrolidine-1-carboxamide